C1(CCCCC1)OC1=NC(=NC(=N1)N1N=CC=C1)NC=1SC=CC1 4-(cyclohexyloxy)-6-(1H-pyrazol-1-yl)-N-(thiophen-2-yl)-1,3,5-triazin-2-amine